((1R,3S)-3-aminocyclobutyl)((S)-3-methyl-4-(5-(trifluoromethyl)pyrimidin-2-yl)piperazin-1-yl)methanone NC1CC(C1)C(=O)N1C[C@@H](N(CC1)C1=NC=C(C=N1)C(F)(F)F)C